triazatridecane-13-carboxylate NNNCCCCCCCCCCC(=O)[O-]